3-bromo-5-(trifluoromethyl)phenol BrC=1C=C(C=C(C1)C(F)(F)F)O